F[C@@H]1[C@@H](C1)C(=O)NC=1N=C2N(C=C(C=C2)C2=CC3=C(N=CS3)C=C2C)C1 (1S,2S)-2-fluoro-N-(6-(5-methylbenzothiazol-6-yl)imidazo[1,2-a]pyridin-2-yl)cyclopropanecarboxamide